CN(CCCNS(=O)(=O)C1=CC(=CC=C1)OC[C@H](CNC1COC2(C1)CCN(CC2)S(=O)(=O)C2=CC1=C(OCCN1C)C=C2)O)C N-(3-(dimethylamino)propyl)-3-((2S)-2-hydroxy-3-(8-(4-methyl-3,4-dihydro-2H-benzo[b][1,4]oxazin-6-ylsulfonyl)-1-oxa-8-azaspiro[4.5]decan-3-ylamino)propoxy)benzenesulfonamide